7-(trifluoromethyl)quinazoline-2,4(1H,3H)-dione FC(C1=CC=C2C(NC(NC2=C1)=O)=O)(F)F